FC(S(=O)(=O)CCN)F 2-((difluoromethyl)sulfonyl)ethan-1-amine